C(C)(C)(C)N1N=NC(=C1)C(=O)NC[C@@H]1[C@@H](CN(CC1)C=1C=2N(C=C(N1)C=1C=NN(C1)C)N=CC2)C 1-(tert-Butyl)-N-(((3S,4S)-3-methyl-1-(6-(1-methyl-1H-pyrazol-4-yl)pyrazolo[1,5-a]pyrazin-4-yl)piperidin-4-yl)methyl)-1H-1,2,3-triazole-4-carboxamide